4-Bromothieno[2,3-c]pyridine-2-carboxylic acid BrC1=C2C(=CN=C1)SC(=C2)C(=O)O